C=C(CCO)CCO 3-methylenepentane-1,5-diol